C(CCCCC)C(C(=O)OCC(COC(C(CCCCCCCC)CCCCCC)=O)COC(CCCCCN1CCN(CC1)CCO)=O)CCCCCCCC 2-(((6-(4-(2-hydroxyethyl)piperazin-1-yl)hexanoyl)oxy)methyl)propane-1,3-diyl bis(2-hexyldecanoate)